(2-((2-bromo-4-methylbenzo[d]thiazol-6-yl)oxy)ethyl)carbamic acid tert-butyl ester C(C)(C)(C)OC(NCCOC1=CC2=C(N=C(S2)Br)C(=C1)C)=O